4-isopropyl-1-vinyl-cyclohexane-1-ol C(C)(C)C1CCC(CC1)(O)C=C